(7S)-14-benzyloxy-9-(2,6-difluorophenyl)-3,7-dimethyl-16-oxa-18-thia-2,4,5,8-tetraazatetracyclo[8.8.0.02,6.011,17]octadeca-1(10),3,5,8,11(17)-pentaene C(C1=CC=CC=C1)OC1CCC=2C=3C(=N[C@H](C4=NN=C(N4C3SC2OC1)C)C)C1=C(C=CC=C1F)F